CC(CN1CCNCC1)(O)C 1-(2,2-dimethyl-2-hydroxyethyl)piperazine